BrC=1C=C(C=NC1)C=NS(=O)C(C)(C)C N-((5-bromopyridin-3-yl)methylene)-2-methylpropan-2-sulfinamide